1-(11Z,14Z-eicosadienoyl)-2-(11Z-octadecenoyl)-sn-glycero-3-phosphocholine CCCCCC/C=C\CCCCCCCCCC(=O)O[C@H](COC(=O)CCCCCCCCC/C=C\C/C=C\CCCCC)COP(=O)([O-])OCC[N+](C)(C)C